2-(4-bromobenzyl)naphthalen-1-ol BrC1=CC=C(CC2=C(C3=CC=CC=C3C=C2)O)C=C1